3-(4-Fluorophenyl)-7-hydroxy-2-methyl-4H-chromen FC1=CC=C(C=C1)C1=C(OC2=CC(=CC=C2C1)O)C